2-fluoro-3-methyl-4-((1-methyl-1H-benzo[d]imidazol-5-yl)oxy)aniline FC1=C(N)C=CC(=C1C)OC1=CC2=C(N(C=N2)C)C=C1